N-(3-(2-((4-(dimethylamino)cyclohexyl)amino)quinazolin-6-yl)-2,4-difluorophenyl)-5-methylpyridine-3-sulfonamide CN(C1CCC(CC1)NC1=NC2=CC=C(C=C2C=N1)C=1C(=C(C=CC1F)NS(=O)(=O)C=1C=NC=C(C1)C)F)C